(2R,4s)-1-(tert-butoxycarbonyl)-4-hydroxy-4-phenylpyrrolidine-2-carboxylate C(C)(C)(C)OC(=O)N1[C@H](C[C@@](C1)(C1=CC=CC=C1)O)C(=O)[O-]